N-((S)-1-(2-((S)-2-cyanopyrrolidin-1-yl)-2-oxoethyl)pyrrolidin-3-yl)benzofuran-3-carboxamide C(#N)[C@H]1N(CCC1)C(CN1C[C@H](CC1)NC(=O)C1=COC2=C1C=CC=C2)=O